C1CCC(CC1=O)=O cyclohexane-4,6-dione